ClC1=NC=C(C=N1)C1C(C1B1OC(C(O1)(C)C)(C)C)C(=O)OCC trans-ethyl 2-(2-chloropyrimidin-5-yl)-3-(4,4,5,5-tetramethyl-1,3,2-dioxaborolan-2-yl)cyclopropanecarboxylate